NCCN(CC)CC1=CC=C(C#N)C=C1 4-(((2-aminoethyl)(ethyl)amino)methyl)benzonitrile